CC1=CC=C(C=C1)S(=O)(=O)Cl 4-toluenesulphonyl chloride